(3,5-Di-tert-butyl-4-hydroxybenzyl)tributylphosphine bromide [Br-].C(C)(C)(C)C=1C=C(CCCCCP(CCCC)CCCC)C=C(C1O)C(C)(C)C